(S)-2-(4-(7-(8-chloronaphthalen-1-yl)-2-(hydroxymethyl)-5,6,7,8-tetrahydroimidazo[1,2-a]pyrazin-3-yl)piperazin-2-yl)acetonitrile ClC=1C=CC=C2C=CC=C(C12)N1CC=2N(CC1)C(=C(N2)CO)N2C[C@@H](NCC2)CC#N